N-methyl-N-(2-oxo-2-(4-methylphenyl)ethyl)carbamic acid tert-butyl ester C(C)(C)(C)OC(N(CC(C1=CC=C(C=C1)C)=O)C)=O